N1,N1-Di((nonyloxycarbonyl)propyl)hexane-1,6-diamine C(CCCCCCCC)OC(=O)CCCN(CCCCCCN)CCCC(=O)OCCCCCCCCC